BrC1=NC=CC(=C1F)NC(=O)N1CC=2C(=NN3C2C(CC[C@H](C3)CO)(F)F)CC1 |o1:21| (R*)-N-(2-Bromo-3-fluoropyridin-4-yl)-11,11-difluoro-8-(hydroxymethyl)-3,4,8,9,10,11-hexahydro-1H-pyrido[4',3':3,4]pyrazolo[1,5-a]azepine-2(7H)-carboxamide